6-(2-fluoropropan-2-yl)pyridine FC(C)(C)C1=CC=CC=N1